2-(6-azaspiro[2.5]octan-6-yl)-N-[2-(4,4-difluoropiperidin-1-yl)-6-methylpyrimidin-4-yl]-4-[(2-hydroxyethanesulfonyl)amino]benzamide C1CC12CCN(CC2)C2=C(C(=O)NC1=NC(=NC(=C1)C)N1CCC(CC1)(F)F)C=CC(=C2)NS(=O)(=O)CCO